5-methyl-2-(1-methyl-vinyl)-4-hexene-1-ol CC(=CCC(CO)C(=C)C)C